C(CCCCCCCCCCCCCCCCC)(=O)/C(=C(/CCCCCCCC(=O)N)\C(CCCCCCCCCCCCCCCCC)=O)/CCCCCCCC distearoyl-oleamide